C(C)(C)(C)[S@@](=O)NC1=C2C=CC=CC2=CC12CCN(CC2)C(=O)OC(C)(C)C tert-butyl (1R)-1-[[(R)-tert-butyl sulfinyl]amino]spiro[indene-2,4'-piperidine]-1'-carboxylate